(3R,3aR,6R,6aR)-6-((6-chloro-5-(2'-hydroxy-4'-(((2-(2-hydroxyethoxy)ethyl)amino)methyl)-[1,1'-biphenyl]-4-yl)-1H-benzo[d]imidazol-2-yl)oxy)hexahydrofuro[3,2-b]furan-3-ol ClC=1C(=CC2=C(NC(=N2)O[C@@H]2CO[C@H]3[C@@H]2OC[C@H]3O)C1)C1=CC=C(C=C1)C1=C(C=C(C=C1)CNCCOCCO)O